3-(4-methoxyphenyl)-3-(4-morpholinophenyl)-6,11-dimethoxy-13,13-dimethyl-3H,13H-indeno[2',3':3,4]naphtho[1,2-b]pyran COC1=CC=C(C=C1)C1(C=CC2=C(O1)C=1C=C(C=CC1C1=C2C(C2=CC(=CC=C21)OC)(C)C)OC)C2=CC=C(C=C2)N2CCOCC2